6-bromo-2,2-dimethyl-1,2-dihydroquinoline BrC=1C=C2C=CC(NC2=CC1)(C)C